ClC1=CC(=C(C=C1)C#CCN)C 3-(4-Chloro-2-methylphenyl)prop-2-yn-1-amine